FC1=C(C(=C(C=C1OC)OC)F)C#CC1=NN(C2=C1C(=NC=C2NC(C)=O)NCC2=CC=C(C=C2)OC)[C@@H]2CNCC2 (S)-N-(3-((2,6-difluoro-3,5-dimethoxyphenyl)ethynyl)-4-((4-methoxybenzyl)amino)-1-(pyrrolidin-3-yl)-1H-pyrazolo[4,3-c]pyridin-7-yl)acetamide